tert-Butyl 3-(3-fluoro-5-(4,4,5,5-tetramethyl-1,3,2-dioxaborolan-2-yl)phenyl)azetidine-1-Carboxylate FC=1C=C(C=C(C1)B1OC(C(O1)(C)C)(C)C)C1CN(C1)C(=O)OC(C)(C)C